BrC1=C(OCC(=O)OCC2=CC=CC=C2)C=CC=C1F benzyl 2-(2-bromo-3-fluorophenoxy)acetate